1-octylnonyl 8-[2-[[5-[2-[[8-(1-octylnonoxy)-8-oxo-octyl]-(6-oxo-6-undecoxy-hexyl)amino]ethyl amino]-5-oxo-pentanoyl]amino]ethyl-(6-oxo-6-undecoxyhexyl)amino]octanoate C(CCCCCCC)C(CCCCCCCC)OC(CCCCCCCN(CCNC(CCCC(=O)NCCN(CCCCCCCC(=O)OC(CCCCCCCC)CCCCCCCC)CCCCCC(OCCCCCCCCCCC)=O)=O)CCCCCC(OCCCCCCCCCCC)=O)=O